C1(CC1)NC(=O)C1=C(C=C(C=C1OC)C1=CN=C2N1C=CC(=C2)C2(CC2)C(=O)OC)OC(F)F methyl 1-[3-[4-(cyclopropyl-carbamoyl)-3-(difluoromethoxy)-5-methoxy-phenyl]imidazo[1,2-a]pyridin-7-yl]cyclopropane-carboxylate